C1(CC1)NS(=O)(=O)C1=C(C=CC(=C1)OC1=C(C=C(C=C1Cl)N1N=C(C(NC1=O)=O)C(F)(F)F)Cl)OC N-cyclopropyl-5-[2,6-dichloro-4-[3,5-dioxo-6-(trifluoromethyl)-1,2,4-triazin-2-yl]phenoxy]-2-methoxy-benzenesulfonamide